C(C)C(CN1C(=C(C(C2=C(C=C(C=C12)OC(=O)C(C)(C)C)OC(=O)C(C)(C)C)=O)OC(=O)C(C)(C)C)C1=CC=C(C=C1)OC(=O)C(C)(C)C)CCCC N-(2-ethylhexyl)-2-(4-tert-butylcarbonyloxy-phenyl)-3,5,7-tri-tert-butylcarbonyloxy-quinolin-4-one